1-{4-[1-Isopropyl-4-(1-quinolin-3-yl-ethylamino)-1H-pyrazolo[3,4-d]pyrimidin-6-yl]-piperazin-1-yl}-ethanon C(C)(C)N1N=CC=2C1=NC(=NC2NC(C)C=2C=NC1=CC=CC=C1C2)N2CCN(CC2)C(C)=O